C(C)(C)(C)C=1NC=C(C1CC=C)OC=O (3S,4S)-tert-butyl-3-allyl-4-(formyl-oxy)pyrrol